COC1=C(C=CC=C1)C1=C(C(=O)NC=2SC(=NN2)C23CC(C2)(C3)C3=CC=CC=C3)C=CN=C1 3-(2-methoxyphenyl)-N-(5-(3-phenylbicyclo[1.1.1]pentan-1-yl)-1,3,4-thiadiazol-2-yl)isonicotinamide